vinyl-tris(2-methoxyethoxy)-silane C(=C)[Si](OCCOC)(OCCOC)OCCOC